bis-(2-hydroxypropyl)-dimethylammonium methylsulfate COS(=O)(=O)[O-].OC(C[N+](C)(C)CC(C)O)C